1-(3-(3,6-difluoro-9H-carbazol-9-yl)-2-hydroxy-2-methylpropyl)-3-phenyltetra-hydropyrimidin-2(1H)-one FC=1C=CC=2N(C3=CC=C(C=C3C2C1)F)CC(CN1C(N(CCC1)C1=CC=CC=C1)=O)(C)O